CC1(OC2=C(C1)C=C(C(=C2)OCC=2N=CN(C2)C)NC(=O)C=2C=NN1C2N=CC=C1)C N-(2,2-dimethyl-6-((1-methyl-1H-imidazol-4-yl)methoxy)-2,3-dihydrobenzofuran-5-yl)pyrazolo[1,5-a]pyrimidine-3-carboxamide